ClC=1C=2N(C=CN1)C(=NC2)C2CN1C(CC(C1CC2)(C)C)=O 6-(8-chloroimidazo[1,5-a]pyrazin-3-yl)-1,1-dimethylhexahydroindolizin-3(2H)-one